(2-(dibenzo[b,d]furan-1-yl)phenyl)boronic acid C1(=CC=CC=2OC3=C(C21)C=CC=C3)C3=C(C=CC=C3)B(O)O